FC([C@]12N(C=3C(=NN=C(C3)C3=C(C(=CC=C3)F)OC)NC1)C[C@@H](C2)OC2=C(C=C(C=N2)CO)F)F (6-(((6aR,8R)-6a-(difluoromethyl)-2-(3-fluoro-2-methoxyphenyl)-5,6,6a,7,8,9-hexahydropyrrolo[1',2':4,5]pyrazino[2,3-c]pyridazine-8-yl)oxy)-5-fluoropyridin-3-yl)methanol